BrC=1C=C(C=CC1)C1(CN(CC1)C(=O)OC(C)(C)C)C(=O)OC(C)(C)C tert-butyl 3-(3-bromophenyl)-1-tert-butoxycarbonyl-pyrrolidine-3-carboxylate